C(C)[C@H]1N(C[C@@H](N(C1)C1=CC(N(C=2N1N=C(C2)CC#N)C)=O)C)C(C)C2=NC=1N(C=C2)N=C(C1)C 2-(7-((2S,5R)-5-ethyl-2-methyl-4-(1-(2-methylpyrazolo[1,5-a]pyrimidin-5-yl)ethyl)piperazin-1-yl)-4-methyl-5-oxo-4,5-dihydropyrazolo[1,5-a]pyrimidin-2-yl)acetonitrile